5-chloro-2-(((2-toluenesulfonylhydrazino)methyl)phenyl)-1,4-diazepan-1-carboxylic acid tert-butyl ester C(C)(C)(C)OC(=O)N1C(CNC(CC1)Cl)C1=C(C=CC=C1)CNNS(=O)(=O)CC1=CC=CC=C1